C1(=CC=CC=C1)CCC(=O)OC[C@H]1O[C@@H]([C@@H]([C@H]([C@H]1O)O)O)OC[C@@H]([C@@H]([C@@H](CCCCCCCCCCCCCC)O)O)NC(=O)OC(C)(C)C ((2R,3R,4S,5R,6S)-6-(((2S,3S,4R)-2-((tert-butoxycarbonyl)amino)-3,4-dihydroxyoctadecyl)oxy)-3,4,5-trihydroxytetrahydro-2H-pyran-2-yl)methyl 3-phenylpropanoate